NC(C)(C)C=1C=CC(=C(CN2N=CC=3N=C(N=C(C32)NCCCC)NC(OC)=O)C1)OC Methyl (1-(5-(2-aminopropan-2-yl)-2-methoxybenzyl)-7-(butylamino)-1H-pyrazolo[4,3-d]pyrimidin-5-yl)carbamate